6-Chloro-N-(2-methylquinolin-8-yl)nicotinamide ClC1=NC=C(C(=O)NC=2C=CC=C3C=CC(=NC23)C)C=C1